BrC=1C=C2C(=CC1)N(C(C21OC2=C(C=CC=C2)C12C(N(C1=CC=C(C=C21)Br)C)=O)=O)C 5,5''-Dibromo-1,1''-dimethyldispiro[indoline-3,2'-benzofuran-3',3''-indoline]-2,2''-dione